CO\C=C/1\[C@@H]2CCN[C@H]([C@H]2CCC1)C (1S,4aR,5E,8aS)-5-(methoxymethylene)-1-methyl-1,3,4,4a,6,7,8,8a-octahydroisoquinolin